2-((1RS,2RS)-3-oxo-2-pentylcyclopentyl)acetic acid methyl ester COC(C[C@@H]1[C@H](C(CC1)=O)CCCCC)=O |r|